C(C)(C)(C)OC(=O)N1C(CNCC1)C1=CC(=C(C(=C1)F)C(NC=1OC=C(N1)C(C=O)(C)C1=CC=C(C=C1)Cl)=O)F (4-((4-(2-(4-chlorophenyl)-1-oxopropan-2-yl)oxazol-2-yl)carbamoyl)-3,5-difluorophenyl)piperazine-1-carboxylic acid tert-butyl ester